4-[2-(5,5,8,8-tetramethyl-6,7-dihydronaphthalen-2-yl)-1,3-dioxolan-2-yl]benzoic acid CC1(C=2C=CC(=CC2C(CC1)(C)C)C1(OCCO1)C1=CC=C(C(=O)O)C=C1)C